C(C)C1=C(C=C(C=C1O)C#CC1=CC=CC=C1)O 2-Ethyl-5-(2-phenylethynyl)benzene-1,3-diol